N-(((3S,5S)-1-(2-(6-(Difluoromethyl)imidazo[1,2-a]pyridin-3-yl)pyrimidin-4-yl)-4,4-difluoro-5-methylpiperidin-3-yl)methyl)methanesulfonamide FC(C=1C=CC=2N(C1)C(=CN2)C2=NC=CC(=N2)N2C[C@H](C([C@H](C2)C)(F)F)CNS(=O)(=O)C)F